O=C1NC(CCC1N1C(C2=C3C(C(=CC=C13)CNC(CCCCC(=O)N(C(C)C)C(C)C)=O)=CC=C2)=O)=O N1-((1-(2,6-dioxopiperidin-3-yl)-2-oxo-1,2-dihydrobenzo[cd]indol-6-yl)methyl)-N6,N6-diisopropylhexanediamide